C(CC)OC1C(C2CC2C1)C(=O)O 3-propoxybicyclo[3.1.0]hexane-2-carboxylic acid